3-bromo-4-(4-{(R)-(4-chlorophenyl)[(2-pyrrolidin-1-ylethyl)oxy]methyl}piperidin-1-yl)-1H-pyrazolo[3,4-d]pyrimidine BrC1=NNC2=NC=NC(=C21)N2CCC(CC2)[C@@H](OCCN2CCCC2)C2=CC=C(C=C2)Cl